C(C1=CC=CC=C1)NC1(COC1)CCO 2-(3-(benzylamino)oxetan-3-yl)ethan-1-ol